7-(4-Aminopiperidin-1-yl)-2-(2-methyl-1,3-benzothiazol-6-yl)-4H-pyrido[1,2-a]pyrimidin-4-one NC1CCN(CC1)C=1C=CC=2N(C(C=C(N2)C2=CC3=C(N=C(S3)C)C=C2)=O)C1